CC=1NC(=C(C(C1C(=O)OC(C)C)C1=CSC2=C1C=NC=C2)[N+](=O)[O-])C 1,4-Dihydro-2,6-dimethyl-5-nitro-4-[thieno[3,2-c]pyridin-3-yl]-3-pyridinecarboxylic acid, 1-methylethyl ester